8-methyl-2-thieno[3,2-c]pyridin-6-yl-3H-quinazolin-4-one CC=1C=CC=C2C(NC(=NC12)C1=CC2=C(C=N1)C=CS2)=O